ClC1=CC=CC(=N1)[C@H](C)OC1=NN(C2=NN=C(C=C21)C=2C(NC(NC2)=O)=O)C 5-[3-[(1S)-1-(6-chloro-2-pyridyl)ethoxy]-1-methyl-pyrazolo[3,4-c]pyridazin-5-yl]-1H-pyrimidine-2,4-dione